N[C@@H](C(=O)OC)CCC=C methyl (R)-2-aminohex-5-enoate